tert-butyl (4-oxo-4-(4-(5-(trifluoromethyl)pyrimidinyl)piperazin-1-yl)butyl)carbamate O=C(CCCNC(OC(C)(C)C)=O)N1CCN(CC1)C1=NC=C(C=N1)C(F)(F)F